N1N=CC(=C1)C=1OC=C(N1)C(=O)NC=1C=NN(C1)C1=CC=NC=C1 2-(1H-pyrazol-4-yl)-N-(1-pyridin-4-yl-1H-pyrazol-4-yl)-1,3-oxazole-4-carboxamide